ClC1=C(C=C2C=C(N=CC2=C1)NC(=O)[C@@H]1CC12CCOCC2)C2CCN(CC2)[C@H]2COC[C@H]2O (R)-N-(7-chloro-6-(1-((3S,4S)-4-hydroxytetrahydrofuran-3-yl)piperidin-4-yl)isoquinolin-3-yl)-6-oxaspiro[2.5]octane-1-carboxamide